N1=CC(=CC2=CC=CC=C12)C1=NC(=NC=C1)N1CCC(CC1)CO (1-(4-(quinolin-3-yl)pyrimidin-2-yl)piperidin-4-yl)methanol